racemic-ammonium phosphinate [PH2]([O-])=O.[NH4+]